O=C(CN1CCC(CC1)C(=O)NC1=C(C=CC=C1)C)N1CCC2(CCNC2=O)CC1 (2-oxo-2-(1-oxo-2,8-diazaspiro[4.5]decan-8-yl)ethyl)-N-(o-tolyl)piperidine-4-carboxamide